3-methylcyclotridecane-1,5-dione CC1CC(CCCCCCCCC(C1)=O)=O